COC=1C=C(C=C(C1)OC)C=1C2=C(C(N(C1)CC)=O)N(C=C2)S(=O)(=O)C2=CC=C(C)C=C2 4-(3,5-Dimethoxyphenyl)-6-ethyl-1-tosyl-1,6-dihydro-7H-pyrrolo[2,3-c]pyridin-7-one